4-(ethylsulphonamido)-N-(pyrazolo[1,5-a]pyridin-3-yl)-2-(6-azaspiro[2.5]oct-6-yl)benzamide C(C)S(=O)(=O)NC1=CC(=C(C(=O)NC=2C=NN3C2C=CC=C3)C=C1)N1CCC3(CC3)CC1